O=C1NCC=2CN(CCC21)C(=O)OC(C)(C)C tert-butyl 1-oxo-1,2,3,4,6,7-hexahydro-5H-pyrrolo[3,4-c]pyridine-5-carboxylate